(oxacyclohex-2-yl)-1H-pyrazole-4-carbaldehyde O1C(CCCC1)N1N=CC(=C1)C=O